1-(4-((tert-butyldiphenylsilyloxy)-3-methyltetrahydrofuran-3-yl)piperidin-4-yl)phenol [Si](C1=CC=CC=C1)(C1=CC=CC=C1)(C(C)(C)C)OC1OCCC1(C)C1(CCNCC1)C1(CC=CC=C1)O